NC1=NC=CC(=N1)CC=1C(=CC2=C(NC(O[C@@]2(C(C)(F)F)C#CC2CC2)=O)C1)Cl (S)-7-((2-aminopyrimidin-4-yl)methyl)-6-chloro-4-(cyclopropylethynyl)-4-(1,1-difluoroethyl)-1,4-dihydro-2H-benzo[d][1,3]oxazin-2-one